tert-butyl 4-[(1R)-1-(5-chloro-2-pyridyl)-3,3,3-trifluoro-propyl]-4-hydroxy-piperidine-1-carboxylate ClC=1C=CC(=NC1)[C@@H](CC(F)(F)F)C1(CCN(CC1)C(=O)OC(C)(C)C)O